P(=O)(O)(O)OC[C@@H]1[C@H]([C@H]([C@@H](O1)N1C=NC=2C(=O)NC(N)=NC12)Cl)O 2'-chloro-deoxyguanosine monophosphate